BrC1=CC=2C(C3=CC(=CC=C3N(C2C=C1)C)Br)(C1=CC=C(C=C1)C)C 2,7-dibromo-9,10-dimethyl-9-(p-tolyl)-9,10-dihydroacridine